N-ethyl-4-fluoro-3-nitrobenzenesulfonamide C(C)NS(=O)(=O)C1=CC(=C(C=C1)F)[N+](=O)[O-]